C(C)(C)(C)OC(=O)N1CCOCC(C1)(F)F 6,6-difluoro-1,4-oxazepan-4-carboxylic acid tert-butyl ester